Cyclopentane-1,2-diamine 2HCl Cl.Cl.C1(C(CCC1)N)N